1-(11Z-docosenoyl)-2-(5Z,8Z,11Z,14Z,17Z-eicosapentaenoyl)-glycero-3-phosphoserine CCCCCCCCCC/C=C\CCCCCCCCCC(=O)OC[C@H](COP(=O)(O)OC[C@@H](C(=O)O)N)OC(=O)CCC/C=C\C/C=C\C/C=C\C/C=C\C/C=C\CC